[Br-].C[N+](CCCCCCCCCCCCCC)(C)C Trimethyl-(tetradecyl)ammonium bromide